[Te]1C=CC=C1 r-tellurophene